ClC1=CN=C2C(=NC(=NN21)C2=C(C=CC=C2F)F)C2(CCC(CC2)NCCOC)N 1-(7-chloro-2-(2,6-difluorophenyl)imidazo[2,1-f][1,2,4]triazin-4-yl)-N4-(2-methoxyethyl)cyclohexane-1,4-diamine